2-{4-Amino-1-ethyl-1H-pyrazolo[3,4-d]pyrimidin-3-yl}-N-methyl-1H-indole-6-carboxamide NC1=C2C(=NC=N1)N(N=C2C=2NC1=CC(=CC=C1C2)C(=O)NC)CC